Br[C@@]1(C(CCCC1)=O)C (S)-2-BROMO-2-METHYLCYCLOHEXANONE